N-(3-(5-chloro-2-methoxyphenyl)-1-methyl-1H-pyrazol-4-yl)-2-methyl-2H-pyrazolo[4,3-c]pyridine-7-carboxamide ClC=1C=CC(=C(C1)C1=NN(C=C1NC(=O)C=1C=2C(C=NC1)=CN(N2)C)C)OC